(S)-2-((S)-2-((R)-4-((3R,5R,8R,9S,10S,13R,14S,17R)-3-hydroxy-10,13-dimethyl-hexadecahydro-1H-cyclopenta[a]phenanthren-17-yl)pentanamido)-3-methylbutanamido)pentanedioic acid O[C@@H]1CC[C@@]2([C@H]3CC[C@@]4([C@H](CC[C@H]4[C@@H]3CC[C@@H]2C1)[C@@H](CCC(=O)N[C@H](C(=O)N[C@H](C(=O)O)CCC(=O)O)C(C)C)C)C)C